1-ethyl-1-allyl-1-silacyclohexane C(C)[Si]1(CCCCC1)CC=C